2-hydroxyisohexanoyl-CoA OC(C(=O)SCCNC(CCNC([C@@H](C(COP(OP(OC[C@@H]1[C@H]([C@H]([C@@H](O1)N1C=NC=2C(N)=NC=NC12)O)OP(=O)(O)O)(=O)O)(=O)O)(C)C)O)=O)=O)CC(C)C